N-(4-amino-2-methylphenyl)acrylamide lead bismuth [Bi].[Pb].NC1=CC(=C(C=C1)NC(C=C)=O)C